CC1(C2CC3CC(CC1C3)C2)OC(=O)C(C)OC(=O)C2C3C=CC(C2)C3=O 5-(1-(2-methyl-2-adamantyloxycarbonyl)ethoxycarbonyl)-7-oxo-bicyclo[2.2.1]Hept-2-ene